C(C)(=O)O.CC(C)N(CCNCC1(CN(C1)C(=O)C1=C(C(=C(C=C1)F)F)NC1=C(C=C(C=C1)I)F)O)C(C)C 3-[({2-[bis(1-methylethyl)amino]ethyl}amino)methyl]-1-({3,4-difluoro-2-[(2-fluoro-4-iodophenyl)amino]phenyl}carbonyl)azetidin-3-ol acetate salt